tri-isopropylphosphine C(C)(C)P(C(C)C)C(C)C